1-((3-fluoropyridin-2-yl)methyl)-1H-1,2,4-triazole-3-carboxylic acid FC=1C(=NC=CC1)CN1N=C(N=C1)C(=O)O